N1C=CC2=CC=CC(=C12)C1=NN2C(=NC=CC2=N1)C1=CC(=C(C(=C1)OC)OC)OC 2-(1H-7-indolyl)-5-(3,4,5-trimethoxyphenyl)-[1,2,4]triazolo[1,5-c]pyrimidine